5-oxo-4H-pyrazole-4-carboxamide O=C1C(C=NN1)C(=O)N